2-((2S)-1-acryloyl-4-(6-chloro-8-(3,3-difluorocyclobutoxy)-7-(5-methyl-1H-indazol-4-yl)-2-(((S)-1-methylpyrrolidin-2-yl)methoxy)quinazolin-4-yl)piperazin-2-yl)acetonitrile C(C=C)(=O)N1[C@H](CN(CC1)C1=NC(=NC2=C(C(=C(C=C12)Cl)C1=C2C=NNC2=CC=C1C)OC1CC(C1)(F)F)OC[C@H]1N(CCC1)C)CC#N